1-[2-(benzylsulfanyl)-1,3-thiazol-5-yl]-2-methylpropan-2-ol C(C1=CC=CC=C1)SC=1SC(=CN1)CC(C)(O)C